2-(1-(naphthalen-2-yl)ethylidene)hydrazine C1=C(C=CC2=CC=CC=C12)C(C)=NN